4-fluorobutanoate FCCCC(=O)[O-]